C1([C@H](O)[C@@H](O)[C@@H](O)[C@H](O1)C)N alpha-cis-D-fucosylamine